C1(=C(C(=CC=C1)C(=O)OCC1CO1)C(=O)OCC1CO1)C(=O)OCC1CO1 triglycidyl benzene-tricarboxylate